O=C1C=C(C=O)C=CN1C 2-keto-1-methyl-isonicotinaldehyde